11-mercaptotetradecanoic acid SC(CCCCCCCCCC(=O)O)CCC